C(#N)CC(=O)O.C1=CCCCC1 cyclohexene cyanoacetate